CC=1C=C(N=NC1C)NC1=NN2C(C=C(C=C2)C=2C(=NOC2C)O[C@@H]2CNC[C@@H]2F)=C1 N-(5,6-dimethylpyridazin-3-yl)-5-[3-[(3R,4S)-4-fluoropyrrolidin-3-yl]oxy-5-methyl-isoxazol-4-yl]pyrazolo[1,5-a]pyridin-2-amine